ClC1=NC=CC=C1C(C(F)F)=O 1-(2-chloropyridin-3-yl)-2,2-difluoroethan-1-one